C1(=CC=CC=C1)P([O-])(=O)C(C1=C(C=C(C=C1C)C)C)=O.[Li+] lithium phenyl-2,4,6-trimethylbenzoyl-phosphinate